silver perfluorononanoate FC(C(=O)[O-])(C(C(C(C(C(C(C(F)(F)F)(F)F)(F)F)(F)F)(F)F)(F)F)(F)F)F.[Ag+]